(S)-2-((S)-2-aminopropionamido)-N-((R)-1-(4-fluorophenyl)-2-oxoazetidin-3-yl)-4-phenylbutanamide N[C@H](C(=O)N[C@H](C(=O)N[C@H]1C(N(C1)C1=CC=C(C=C1)F)=O)CCC1=CC=CC=C1)C